ClC1=CC=C(C=C1)NNC(=O)C1(CC(C1)OC1=CC=CC=C1)C(=O)O 1-(2-(4-chlorophenyl)hydrazine-1-carbonyl)-3-phenoxycyclobutane-1-carboxylic acid